[Ca+2].P([O-])(=O)(OP(=O)([O-])[O-])OC[C@@H]1[C@H]([C@H]([C@@H](O1)N1C(=O)NC(=O)C=C1)O)O.[C@@H]1([C@H](O)[C@H](O)[C@@H](COP([O-])(=O)OP(=O)([O-])[O-])O1)N1C(=O)NC(=O)C=C1.[Ca+2].[Ca+2] Uridine 5'-diphosphate calcium salt